O1C(=NN=C1)C1=CC=C(C=C1)B(O)O (4-(1,3,4-oxadiazol-2-yl)phenyl)boronic acid